4-(2,2-difluoroethoxy)-2-(4-fluorophenylvinyl)-6-hydroxybenzoate FC(COC1=CC(=C(C(=O)[O-])C(=C1)O)C=CC1=CC=C(C=C1)F)F